tert-butyl 3-(4-(oxetan-3-yloxy)pyridin-3-yl)azetidine-1-carboxylate O1CC(C1)OC1=C(C=NC=C1)C1CN(C1)C(=O)OC(C)(C)C